(4aR,8aS)-6-[3-[[2-Fluoro-4-(trifluoromethyl)phenyl]methoxy]-2-methyl-azetidine-1-carbonyl]-4,4a,5,7,8,8a-hexahydropyrido[4,3-b][1,4]oxazin-3-one FC1=C(C=CC(=C1)C(F)(F)F)COC1C(N(C1)C(=O)N1C[C@@H]2[C@@H](OCC(N2)=O)CC1)C